5-((4-((4-(4-chlorophenyl)-6,6-dimethyl-5,6-dihydro-2H-pyran-3-yl)methyl)piperazin-1-yl)methyl)-2-(2,4-dioxoTetrahydropyrimidin-1(2H)-yl)isoindoline-1,3-dione ClC1=CC=C(C=C1)C1=C(COC(C1)(C)C)CN1CCN(CC1)CC=1C=C2C(N(C(C2=CC1)=O)N1C(NC(CC1)=O)=O)=O